1-(2-methoxyethyl)indazol COCCN1N=CC2=CC=CC=C12